2-(4-((6,7-dimethoxyquinazolin-4-yl)amino)phenoxy)-N,N-diethylacetamide COC=1C=C2C(=NC=NC2=CC1OC)NC1=CC=C(OCC(=O)N(CC)CC)C=C1